FC=1C(=NC=CC1CC=1C(OC2=CC(=CC=C2C1C)OC1=NC=CC=N1)=O)NS(NC)(=O)=O 3-[[3-fluoro-2-(methylsulfamoylamino)-4-pyridinyl]methyl]-4-methyl-7-pyrimidin-2-yloxy-chromen-2-one